(R)-1-(4-((5-(1-(2,2-difluoroethyl)-2-methyl-1H-benzo[d]imidazol-6-yl)-4-methoxypyrrolo[2,1-f][1,2,4]triazin-2-yl)amino)-3,3-difluoropiperidin-1-yl)-2-hydroxyethan-1-one FC(CN1C(=NC2=C1C=C(C=C2)C=2C=CN1N=C(N=C(C12)OC)N[C@H]1C(CN(CC1)C(CO)=O)(F)F)C)F